C(CO)(=O)[O-] demEthyllactat